methyltriethoxymethyl-silicon C[Si]C(OCC)(OCC)OCC